3-methyl-10-oxo-12-{5-[(1-oxooctadecyl) oxy] pentyl}-3,9-diaza-6,11-dioxaheptadec-17-yloctadecanoate CN(CC)CCOCCNC(OC(CCCCCOC(CCCCCCCCCCCCCCCCC)=O)CCCCCOC(CCCCCCCCCCCCCCCCC)=O)=O